(4-(quinolin-3-yl)pyrimidin-2-yl)piperazine-1-carboxylate N1=CC(=CC2=CC=CC=C12)C1=NC(=NC=C1)OC(=O)N1CCNCC1